NC=1C(=NC=C(C1)S(=O)(=O)C1=CC=C(C=C1)OC(F)(F)F)C(=O)NCC(CC(C)C)O 3-amino-N-(2-hydroxy-4-methylpentyl)-5-{[4-(trifluoromethoxy)phenyl]sulfonyl}pyridine-2-carboxamide